1-(4-(5-(chlorodifluoromethyl)-1,2,4-oxadiazol-3-yl)phenyl)-2-((4-methoxyphenyl)thio)ethan-1-one ClC(C1=NC(=NO1)C1=CC=C(C=C1)C(CSC1=CC=C(C=C1)OC)=O)(F)F